4-phenyl-2H-1,2,3-triazole C1(=CC=CC=C1)C1=NNN=C1